N-(3-fluoro-4-(4-isopropylpiperazin-1-yl)phenyl)-4-((8-methyl-2,3-dihydro-1H-pyrido[2,3-b][1,4]oxazin-7-yl)amino)-2-oxo-1,2-dihydropyridine-3-carboxamide FC=1C=C(C=CC1N1CCN(CC1)C(C)C)NC(=O)C=1C(NC=CC1NC1=C(C2=C(OCCN2)N=C1)C)=O